FC1(CC(C1)N1C[C@H]([C@H](CC1)NC1=NN2C(C(=N1)NC)=C(C=C2)C2=CC=C1C(=N2)N(C(=N1)C)CC(F)F)F)F N2-((3R,4S)-1-(3,3-Difluorocyclobutyl)-3-fluoropiperidin-4-yl)-5-(3-(2,2-difluoroethyl)-2-methyl-3H-imidazo[4,5-b]pyridin-5-yl)-N4-methylpyrrolo[2,1-f][1,2,4]triazine-2,4-diamine